C(C)(=O)C1=CC=C(OC(C(=O)OC)CCO)C=C1 methyl 2-(4-acetylphenoxy)-4-hydroxybutyrate